N-(5-cyano-4-ethoxypyridin-2-yl)-7-formyl-3,4-dihydro-1,8-naphthyridine-1(2H)-carboxamide C(#N)C=1C(=CC(=NC1)NC(=O)N1CCCC2=CC=C(N=C12)C=O)OCC